C[SiH2][SiH2]C 1,2-dimethyldisilane